CC=1C(=NC(=NC1)NC=1C=CC(=C(C(=O)OC)C1)B1OC(C(O1)(C)C)(C)C)NCCC methyl 5-((5-methyl-4-(propylamino)pyrimidin-2-yl)amino)-2-(4,4,5,5-tetramethyl-1,3,2-dioxaborolan-2-yl)benzoate